3-chloro-4-fluorobenzene-1-sulfonyl chloride ClC=1C=C(C=CC1F)S(=O)(=O)Cl